2-chloro-4-fluoro-5-(4,4,5,5-tetramethyl-1,3,2-dioxaborolan-2-yl)benzaldehyde ClC1=C(C=O)C=C(C(=C1)F)B1OC(C(O1)(C)C)(C)C